2-[4-[4-(2-Azaspiro[3.3]heptan-2-yl)benzoyl]piperazin-1-yl]-3H-quinazolin-4-one C1N(CC12CCC2)C2=CC=C(C(=O)N1CCN(CC1)C1=NC3=CC=CC=C3C(N1)=O)C=C2